COC=1C=NC2=C(C=C(C=C2C1)C)N1C[C@@H](N(C[C@H]1C)C1=CC(N(C=2C=CC(=NC12)C#N)C)=O)C 8-((2s,5r)-4-(3-methoxy-6-methylquinolin-8-yl)-2,5-dimethylpiperazin-1-yl)-5-methyl-6-oxo-5,6-dihydro-1,5-naphthyridine-2-carbonitrile